ClC1=NC(=C2N=CN(C2=N1)C1C(C(C2(CC12)C(=O)NC)O)O)NCC1=CC(=CC=C1)Cl (1'S,2'R,3'S,4'R,5'S)-4-(2-chloro-6-(3-chlorophenylmethylamino)-9H-purin-9-yl)-2,3-dihydroxy-N-methylbicyclo[3.1.0]Hexane-1-carboxamide